C(C)OC(C)=O.C(CC)P(O)(O)=O propylphosphonic acid ethyl-acetate